2-(3-(cyclopentyloxy)propyl)-6-((2-methyl-6-(trifluoromethyl)pyridin-3-yl)sulfonyl)-2,6-diazaspiro[3.3]heptane C1(CCCC1)OCCCN1CC2(C1)CN(C2)S(=O)(=O)C=2C(=NC(=CC2)C(F)(F)F)C